NC=1C(=NC=C(C1)C(=O)N(C)C)C=1C=NC=C(C1)C1=C2C(=NC=C1)NC(=C2)C(=O)N2CC(C2)C(N)=O amino-5'-(2-(3-carbamoyl-azetidine-1-carbonyl)-1H-pyrrolo[2,3-b]Pyridin-4-yl)-N,N-dimethyl-[2,3'-bipyridine]-5-Formamide